N-methoxy-N-methyl-2-[3-cis-(trifluoromethoxy)cyclobutoxy]acetamide CON(C(COC1(CCC1)OC(F)(F)F)=O)C